ClC1=CC(=C(N=N1)N)NC(C)C 6-chloro-N4-isopropyl-pyridazine-3,4-diamine